5-(4-(((tetrahydrofuran-3-yl)sulfonyl)ethynyl)phenoxy)-1H-1,2,3-triazole-4-carboxylic acid O1CC(CC1)S(=O)(=O)C#CC1=CC=C(OC2=C(N=NN2)C(=O)O)C=C1